tert-butyl 2-(6-(3-(methylsulfonamidomethyl)phenyl)-2-oxo-3-(phenethylamino)pyrazin-1(2H)-yl)acetate CS(=O)(=O)NCC=1C=C(C=CC1)C1=CN=C(C(N1CC(=O)OC(C)(C)C)=O)NCCC1=CC=CC=C1